[C@H]12CC(C[C@H](CCC1)N2)N(C2=CC=C(N=N2)C=2C(=CC1=C(C=C(O1)C(=O)NC)C2)O)C 5-(6-(((1R,3S,5S)-9-azabicyclo[3.3.1]nonan-3-yl)(methyl)amino)pyridazin-3-yl)-6-hydroxy-N-methylbenzofuran-2-carboxamide